2,3-dihydrothieno[2,3-g]quinoline 1,1-dioxide S1(CCC=2C1=CC=1C=CC=NC1C2)(=O)=O